7-chloro-1-cyclopropyl-4-oxo-1,4-dihydro-1,6-naphthyridine-3-carbaldehyde ClC1=NC=C2C(C(=CN(C2=C1)C1CC1)C=O)=O